8-(4-chloro-6-methoxybenzo[d]thiazol-2-yl)-6-ethylbenzo[e][1,2,4]triazine-3-carboxylic acid ethyl ester C(C)OC(=O)C=1N=NC2=C(N1)C=C(C=C2C=2SC1=C(N2)C(=CC(=C1)OC)Cl)CC